2-chlorobenzofurano[2,3-d]Pyrimidine ClC=1N=CC2=C(N1)OC1=C2C=CC=C1